rac-(4bS,5R,6R,7S,7aR)-7a-(4-bromophenyl)-4-chloro-4b,5-dihydroxy-7-phenyl-4b,6,7,7a-tetrahydro-5H-cyclopenta[4,5]furo[2,3-c]pyridine-6-carboxylic acid BrC1=CC=C(C=C1)[C@]12[C@](C3=C(C=NC=C3Cl)O1)([C@@H]([C@@H]([C@H]2C2=CC=CC=C2)C(=O)O)O)O |r|